ClCCC(=C(C1=CC=CC=C1)C1=CC=C(OCCN2CCC(CC2)CN2C3CN(CC2C3)C3=CC2=CN(C=C2C=C3F)C3C(NC(CC3)=O)=O)C=C1)C1=CC=CC=C1 5-(6-((1-(2-(4-(4-chloro-1,2-diphenylbut-1-en-1-yl)phenoxy)ethyl)piperidin-4-yl)methyl)-3,6-diazabicyclo[3.1.1]heptane-3-yl)-2-(2,6-dioxopiperidin-3-yl)-6-fluoroisoindole